1-cyano-N-(6-methyl-benzo[d]thiazol-2-yl)pyrrolidine-3-carboxamide C(#N)N1CC(CC1)C(=O)NC=1SC2=C(N1)C=CC(=C2)C